C(=O)=C1NC2=C(OC1)C=CC=C2C(=O)OC methyl 3-carbonyl-3,4-dihydro-2H-benzo[b][1,4]oxazine-5-carboxylate